N-(2-hydroxyethyl)-3-butyl-2-pyrrolidone OCCN1C(C(CC1)CCCC)=O